C(C)(C)N1C[C@@H](N2C3=C(N=C(N=C13)NCC=1C=NN(C1)CC=1C=NC(=CC1)C(F)(F)F)C=C2)C (S)-4-Isopropyl-6-methyl-N-((1-((6-(trifluoromethyl)pyridin-3-yl)methyl)-1H-pyrazol-4-yl)Methyl)-5,6-dihydro-4H-pyrrolo[3,2,1-de]pteridine-2-amine